C(C)C1=CN=C(S1)CN1CC2(CC1=O)CCN(CC2)C(=O)OC(C)(C)C tert-butyl 2-((5-ethylthiazol-2-yl)methyl)-3-oxo-2,8-diazaspiro[4.5]decane-8-carboxylate